3-(ethoxymethyl)-4-(4,4,5,5-tetramethyl-1,3,2-dioxaborolan-2-yl)benzene C(C)OCC=1C=CC=CC1B1OC(C(O1)(C)C)(C)C